C(CCCCCCCCCCCCCCCCC)(=O)[O-].C(CCC)O[Al+]OCCCC dibutoxyaluminum stearate